(6-bromo-2-chloro-[1,1'-biphenyl]-3-yl)boric acid BrC1=CC=C(C(=C1C1=CC=CC=C1)Cl)OB(O)O